OC1=CC=C(C=C1)C1C(CN(CC1)C(=O)OC(C)(C)C)(C)C tert-butyl 4-(4-hydroxyphenyl)-3,3-dimethyl-piperidine-1-carboxylate